C(=O)C1(CC(C1)(OC)OC)C(=O)OC(C)C isopropyl 1-formyl-3,3-dimethoxycyclobutane-1-carboxylate